O=C1OC(CC1)=O 2,5-dioxotetrahydrofuran